NC=1C(=C(C(=NC1)C)C1=CC=CC=C1)NCC1=C(C=C(C=C1F)S(=O)(=O)N)F 4-(((5-amino-2-methyl-3-phenylpyridin-4-yl)amino)methyl)-3,5-difluorobenzenesulfonamide